β-chloropropionic acid chloride ClCCC(=O)Cl